2-tert-butyl-5-chloro-pyrazine C(C)(C)(C)C1=NC=C(N=C1)Cl